CN(C(OC1=C(C(=CC=C1)C1=NNC2=C1C=1N(C(=N2)N2CCC3([C@@H]([C@@H](OC3)C)N)CC2)C=CN1)Cl)=O)C 3-(5-((3S,4S)-4-amino-3-methyl-2-oxa-8-azaspiro[4.5]decan-8-yl)-7H-imidazo[1,2-c]pyrazolo[4,3-e]pyrimidin-9-yl)-2-chlorophenyl dimethylcarbamate